N-(5-((5-bromo-2-((5-chloro-2-methoxy-4-(4-(4-methylpiperazin-1-yl)piperidine-1-yl)phenyl)amino)pyrimidin-4-yl)amino)-2,3-dihydrobenzofuran-4-yl)-N-methylmethanesulfonamide BrC=1C(=NC(=NC1)NC1=C(C=C(C(=C1)Cl)N1CCC(CC1)N1CCN(CC1)C)OC)NC=1C=CC2=C(CCO2)C1N(S(=O)(=O)C)C